C(C)(=O)[C@@](C(=O)OCC1CC2OC2C1)(O)[C@@H](O)[C@@H](O)[C@H](O)CO trans-6-oxabicyclo[3.1.0]hexane-3-yl-methanol acetylgalactonate